Rac-trans-1-(3'-chloro-2-fluoro-5-methoxy-[1,1'-biphenyl]-4-yl)-N-(isoxazol-3-yl)-2-oxohexahydro-1H-pyrido[3,4-b][1,4]oxazine-6(7H)-sulfonamide ClC=1C=C(C=CC1)C1=C(C=C(C(=C1)OC)N1[C@H]2[C@H](OCC1=O)CN(CC2)S(=O)(=O)NC2=NOC=C2)F |r|